2-(tert-butylamino)-4-(3-(hydroxymethyl)piperidin-1-yl)pyrimidine-5-carboxamide C(C)(C)(C)NC1=NC=C(C(=N1)N1CC(CCC1)CO)C(=O)N